F[P-](F)(F)(F)(F)F.Br[P+](N1CCCC1)(N1CCCC1)N1CCCC1 Bromo-trispyrrolidinophosphonium hexafluorophosphate